N-(2-ethylhexyl)-1H-benzotriazole-1-methanamine C(C)C(CNCN1N=NC2=C1C=CC=C2)CCCC